COC1=CC=C(CNCC2(CCN(CC2)CC2=CC=C(C=C2)OC)CC(=C)C)C=C1 N-(4-methoxybenzyl)-1-(1-(4-methoxybenzyl)-4-(2-methylallyl)piperidin-4-yl)methylamine